ClC=1C=CC(=C(C(=O)NC=2C=C(C=C(C2)C(F)(F)F)C2=C(C=C(C=C2)F)C)C1)O 5-chloro-N-(4'-fluoro-2'-methyl-5-(trifluoromethyl)-[1,1'-biphenyl]-3-yl)-2-hydroxybenzamide